CN(C1CCC2(CCN(CC2)C(=O)C2=NC=CN=C2)CC1)C=1C2=C(N=CN1)NC=C2 {9-[Methyl-(7H-pyrrolo[2,3-d]pyrimidin-4-yl)-amino]-3-aza-spiro[5.5]undec-3-yl}-pyrazin-2-yl-methanone